CN(CCNC1=NC=C(C=N1)C(=O)NC1=NC=2C(=C(C=CC2C=2N1CCN2)OCCCN(C)C)OC)C 2-{[2-(dimethylamino)ethyl]amino}-N-{8-[3-(dimethylamino)propoxy]-7-methoxy-2,3-dihydroimidazo[1,2-c]quinazolin-5-yl}pyrimidine-5-carboxamide